CC1=CC=C(N=N1)NC=1C=CC2=C(N(C=N2)C2=CC=C(C(=N2)N2N=C(C=3CNCCC32)C(F)(F)F)C(C)O)C1 1-[6-[6-[(6-Methylpyridazin-3-yl)amino]benzimidazol-1-yl]-2-[3-(trifluoromethyl)-4,5,6,7-tetrahydropyrazolo[4,3-c]pyridin-1-yl]-3-pyridyl]ethanol